CC1=C(C2=C(C(=NO2)NC2=CC(=CC(=C2)CN2CCOCC2)C)C=C1)C#CC1=CC=C2C=NC=NC2=C1 6-methyl-N-(3-methyl-5-(morpholinomethyl)phenyl)-7-(quinazolin-7-ylethynyl)benzo[d]isoxazol-3-amine